14-(3-(1H-imidazol-2-yl)ureido)tetradecanoic acid N1C(=NC=C1)NC(NCCCCCCCCCCCCCC(=O)O)=O